NC1=NC=NN2C1=C(C=C2C=2C=C(C(=NC2)OC)C(=O)N[C@@H]2CN(C[C@@H]2F)S(=O)(=O)C2=C(C=CC=C2)C)C(F)(F)F 5-[4-amino-5-(trifluoromethyl)pyrrolo[2,1-f][1,2,4]triazin-7-yl]-N-[(3R,4S)-4-fluoro-1-(2-methylbenzenesulfonyl)pyrrolidin-3-yl]-2-methoxypyridine-3-carboxamide